racemic-hydantoin N1C(=O)NC(=O)C1